BrC1=CN(C=2N=CC(=C(C21)NC2CCC1(OCCO1)CC2)[N+](=O)[O-])S(=O)(=O)C2=CC=CC=C2 3-bromo-5-nitro-1-(phenylsulfonyl)-N-(1,4-dioxaspiro[4.5]decan-8-yl)-1H-pyrrolo[2,3-b]pyridin-4-amine